3-(7-azabicyclo[2.2.1]heptan-2-yl)-1-(4-methylbenzenesulfonyl)-1H-indole C12C(CC(CC1)N2)C2=CN(C1=CC=CC=C21)S(=O)(=O)C2=CC=C(C=C2)C